FC(C1=C(C=NN1C([C@H](C)O[Si](C)(C)C)([2H])[2H])C(=O)OCC)(F)F Ethyl (S)-5-(trifluoromethyl)-1-(2-((trimethylsilyl)oxy)propyl-1,1-d2)-1H-pyrazole-4-carboxylate